Bisphenol A dimethacrylate C(C(=C)C)(=O)O.C(C(=C)C)(=O)O.OC1=CC=C(C=C1)C(C)(C)C1=CC=C(C=C1)O